4-(6-aminopyridine-3-yl)piperidine NC1=CC=C(C=N1)C1CCNCC1